7-Fluoro-1,2,3,4-tetrahydroisoquinolin-4-amine FC1=CC=C2C(CNCC2=C1)N